C(C)(C)(C)OC(NC1CC2(C1)CC(C2)NC(=O)NCC=2C=NNC2)=O (6-(3-((1H-pyrazol-4-yl)methyl)ureido)spiro[3.3]hept-2-yl)carbamic acid tert-butyl ester